[Cl-].[Cl-].C[Si](=[Zr+2](C1C(=CC2=C(C=CC=C12)C1=CC=CC=C1)C)C1C(=CC2=C(C=CC=C12)C1=CC=CC=C1)C)C rac-Dimethylsilanediylbis(2-methyl-4-phenylindenyl)zirconium dichloride